1H-1,2,3-triazol-4-yl-methylamine N1N=NC(=C1)NC